N1=CC=C(C=C1)/C=C/C1=NNC2=CC(=CC=C12)C1=NC(=NC=C1)N trans-4-(3-(2-(pyridin-4-yl)ethenyl)-1H-indazol-6-yl)pyrimidin-2-amine